COCCNC1[C@@H]2CC[C@H](C1)N2C(=O)OC(C)(C)C tert-butyl (1S,4R)-2-((2-methoxyethyl)amino)-7-azabicyclo[2.2.1]heptane-7-carboxylate